(3aR,6aS)-N-{(1R,6S)-2,2-difluoro-6-[4-(propan-2-yl)piperazin-1-yl]cyclohexyl}-5-(pyrimidine-2-yl)hexahydropyrrolo[3,4-c]pyrrole-2(1H)-carboxamide FC1([C@@H]([C@H](CCC1)N1CCN(CC1)C(C)C)NC(=O)N1C[C@@H]2CN(C[C@@H]2C1)C1=NC=CC=N1)F